FC1=C(C=C(C=C1)N1C(=C(C2=CC(=CC=C12)O)C1CC(CCC1)=O)C1CCOCC1)C 3-[1-(4-fluoro-3-methyl-phenyl)-5-hydroxy-2-tetrahydropyran-4-yl-indol-3-yl]Cyclohexanone